N1=C(C=CC=C1)N(C1=NC=CC=C1)CC1=CC(=CC(=C1)CN(C1=NC=CC=C1)C1=NC=CC=C1)CN(C1=NC=CC=C1)C1=NC=CC=C1 N,N,N',N',N'',N''-hexa(2-pyridyl)-1,3,5-tris(aminomethyl)benzol